N[C@@H](C[C@@](C(=O)OCC1=CC=CC=C1)(C)COCC)CC1=CC=C(C=C1)C1=C(C=CC(=C1)Cl)F (2S,4R)-benzyl 4-amino-5-(5'-chloro-2'-fluoro-[1,1'-biphenyl]-4-yl)-2-(ethoxymethyl)-2-methylpentanoate